ClC=1C(=C2C(=NC1C)CN(C2)C(=O)[C@H]2CN(CC2)C2=NC=NC(=C2)C)C (3-chloro-2,4-dimethyl-5,7-dihydropyrrolo[3,4-b]pyridin-6-yl)-[(3R)-1-(6-methyl-pyrimidin-4-yl)pyrrolidin-3-yl]methanone